N-(((2R,5S)-1-(bis(4-fluorophenyl)methyl)-4-(6-cyano-1-methyl-2-oxo-1,2-dihydro-1,5-naphthyridin-4-yl)-5-methylpiperazin-2-yl)methyl)acetamide FC1=CC=C(C=C1)C(N1[C@@H](CN([C@H](C1)C)C1=CC(N(C2=CC=C(N=C12)C#N)C)=O)CNC(C)=O)C1=CC=C(C=C1)F